tert-butyl 6-bromo-5',6'-dihydro-[2,3'-bipyridine]-1'(2'H)-carboxylate BrC1=CC=CC(=N1)C=1CN(CCC1)C(=O)OC(C)(C)C